Cl.Cl.C(C)(C)(C)NC1CN(CC1)C=1N=NC(=CN1)C1=C(C=C(C=C1)C=1C=C2C=NN(C2=CC1)C)O 2-{3-[3-(tert-butylamino)pyrrolidin-1-yl]-1,2,4-triazin-6-yl}-5-(1-methyl-1H-indazol-5-yl)phenol dihydrochloride